FC1=C(COC2=NC(=NC=C2F)C2=CC(=C(CC3=NC=4C(=NC(=CC4)C(=O)O)N3C[C@H]3OCC3)C=C2)F)C=CC(=C1)F (S)-2-(4-(4-((2,4-difluorobenzyl)oxy)-5-fluoropyrimidin-2-yl)-2-fluorobenzyl)-3-(oxetan-2-ylmethyl)-3H-imidazo[4,5-b]pyridine-5-carboxylic acid